2-((2-ethyl-7-methyl-5-(6-(oxazol-2-yl)-2,6-diazaspiro[3.3]heptan-2-yl)pyrazolo[1,5-a]pyridin-3-yl)(methyl)amino)-4-(4-fluorophenyl)thiazole-5-carbonitrile C(C)C1=NN2C(C=C(C=C2C)N2CC3(C2)CN(C3)C=3OC=CN3)=C1N(C=1SC(=C(N1)C1=CC=C(C=C1)F)C#N)C